GLYCERYL-METHYLANILINE C(C(O)CO)N(C1=CC=CC=C1)C